C1(CCCCC1)C1=NC(=NC=C1[C@H]1[C@@H](C1)C1=CC(=C(C=C1)F)OC)C1=NC=CC=N1 trans-4-cyclohexyl-5-(2-(4-fluoro-3-methoxyphenyl)cyclopropyl)-2,2'-bipyrimidine